Palladium bismuth molybdenum [Mo].[Bi].[Pd]